C(N)(OC12CCC(CC1)(CC2)C#C)=O (4-ethynylbicyclo[2.2.2]oct-1-yl) carbamate